4-((3-(difluoromethyl)-3H-imidazo[4,5-b]pyridin-6-yl)oxy)-2-fluoro-3-methylaniline FC(N1C=NC=2C1=NC=C(C2)OC2=C(C(=C(N)C=C2)F)C)F